N-(2-(cyclohexylamino)-5-(N-methylsulfamoyl)benzyl)acrylamide C1(CCCCC1)NC1=C(CNC(C=C)=O)C=C(C=C1)S(NC)(=O)=O